5-bromo-2-(trifluoromethoxy)benzoyl-hydrazine BrC=1C=CC(=C(C(=O)NN)C1)OC(F)(F)F